COC1=CC=C(OC=2C(=NC=CN2)N2CCN(CC2)C(C=C)=O)C=C1 1-(4-(3-(4-methoxyphenoxy)pyrazin-2-yl)piperazin-1-yl)prop-2-en-1-one